4-amino-N-[(1S,3R)-3-ethynylcyclohexyl]-3-methoxybenzamide NC1=C(C=C(C(=O)N[C@@H]2C[C@@H](CCC2)C#C)C=C1)OC